Cl.CN1CCC(CC1)=O N-methyl-4-piperidone hydrochloric acid salt